C(C)OC(CCC)=O Butanoic acid ethyl ester